2-(N-(2-(allyloxy)-2-oxoethyl)benzamido)ethyl octanoate C(CCCCCCC)(=O)OCCN(C(C1=CC=CC=C1)=O)CC(=O)OCC=C